5-(4-aminophenyl)-N-(6-isopropoxypyrazin-2-yl)-3-methylisoxazol-4-amine NC1=CC=C(C=C1)C1=C(C(=NO1)C)NC1=NC(=CN=C1)OC(C)C